FC(C(C(F)(F)F)(O)C1=CC=C(C=C1)NS(=O)(=O)C1=C(N=C(S1)NC(C)=O)C)(F)F N-(5-(N-(4-(1,1,1,3,3,3-hexafluoro-2-hydroxypropan-2-yl)phenyl)sulfamoyl)-4-methylthiazol-2-yl)acetamide